C(C(C)(C)C)(=O)OCC[C@H]1OC(O[C@@H]1CC1=CC=CC=C1)(CC)CC 2-((4R,5R)-5-benzyl-2,2-diethyl-1,3-dioxolane-4-yl)ethyl pivalate